(2S,4R)-methyl 1-((S)-2-azido-3-methylbutanoyl)-4-hydroxypyrrolidine-2-carboxylate N(=[N+]=[N-])[C@H](C(=O)N1[C@@H](C[C@H](C1)O)C(=O)OC)C(C)C